5-{4-[4-(5-ethyl-3-methyl-pyridin-2-yl)-piperazine-1-carbonyl]-3-methyl-phenyl}-5-methyl-imidazolidine-2,4-dione C(C)C=1C=C(C(=NC1)N1CCN(CC1)C(=O)C1=C(C=C(C=C1)C1(C(NC(N1)=O)=O)C)C)C